CN1CCC(CC1)OC=1C=CC(=NC1)C1=NC=CC=C1 5-((1-methylpiperidin-4-yl)oxy)-2,2-bipyridine